4-Chloro-2-ethyl-7,9-difluoro-5H-pyrimido[5,4-b]indole ClC1=NC(=NC2=C1NC=1C=C(C=C(C21)F)F)CC